N-[2-hydroxy-1-methoxy-6-oxo-2-(trifluoromethyl)-3H-pyridin-5-yl]Benzamide OC1(N(C(C(=CC1)NC(C1=CC=CC=C1)=O)=O)OC)C(F)(F)F